(3-(hydroxyamino)-3-oxopropyl)phosphonic acid dipivaloyl ester C(C(C)(C)C)(=O)OP(OC(C(C)(C)C)=O)(=O)CCC(=O)NO